(1R,2S)-2-[1-(tert-Butoxycarbonyl)-3-[(2-ethyl-5-methoxypyrimidin-4-yl)amino]indazol-6-yl]-5'-methoxy-2'-oxospiro[cyclopropane-1,3'-indole]-1'-carboxylic acid tert-butyl ester C(C)(C)(C)OC(=O)N1C([C@@]2(C3=CC(=CC=C13)OC)[C@@H](C2)C2=CC=C1C(=NN(C1=C2)C(=O)OC(C)(C)C)NC2=NC(=NC=C2OC)CC)=O